N-(3-methylbenzyl)pyridin-2-amine CC=1C=C(CNC2=NC=CC=C2)C=CC1